3-((4,4-bis((3,7-dimethyloct-6-en-1-yl)oxy)butanoyl)oxy)-2-(((((1-ethylpyrrolidin-3-yl)methoxy)carbonyl)oxy)methyl)propyl (9Z,12Z)-octadeca-9,12-dienoate C(CCCCCCC\C=C/C\C=C/CCCCC)(=O)OCC(COC(CCC(OCCC(CCC=C(C)C)C)OCCC(CCC=C(C)C)C)=O)COC(=O)OCC1CN(CC1)CC